(methyl-(7-tosyl-7H-pyrrolo[2,3-d]pyrimidin-4-yl)amino)-2-azaspiro[3.5]nonane-2-carboxylic acid tert-butyl ester C(C)(C)(C)OC(=O)N1C(C2(C1)CCCCC2)N(C=2C1=C(N=CN2)N(C=C1)S(=O)(=O)C1=CC=C(C)C=C1)C